2-(2-chlorophenyl)-(R)-2-hydroxy-N-methoxy-N-methylacetamide ClC1=C(C=CC=C1)[C@H](C(=O)N(C)OC)O